3-(1H-indol-3-yl)butan-1-amine N1C=C(C2=CC=CC=C12)C(CCN)C